propylene naphthalate C1(=CC=CC2=CC=CC=C12)C(=O)O.C=CC